4-((1-((1-(4-(2,6-dioxopiperidin-3-yl)benzyl)piperidin-4-yl)methyl)piperidin-4-yl)amino)-2-((S)-1-(3-ethoxy-4-methoxyphenyl)-2-(methylsulfonyl)ethyl)isoindoline-1,3-dione O=C1NC(CCC1C1=CC=C(CN2CCC(CC2)CN2CCC(CC2)NC2=C3C(N(C(C3=CC=C2)=O)[C@H](CS(=O)(=O)C)C2=CC(=C(C=C2)OC)OCC)=O)C=C1)=O